ClC1=CC2=C(N(C(=N2)C(C(=O)N[C@@H]([C@H](O)C2=CC3=C(OCCO3)C=C2)CN2CCCC2)(F)F)C)C=C1 2-(5-chloro-1-methyl-1H-benzo[d]imidazol-2-yl)-N-((1r,2r)-1-(2,3-dihydrobenzo[b][1,4]dioxin-6-yl)-1-hydroxy-3-(pyrrolidin-1-yl)propan-2-yl)-2,2-difluoroacetamide